FC(C)(OC1=CC=C(C=C1)C(=O)N1CC2(C1)C=C(C(C(C2)(C)C)=O)C#N)F 2-[4-(1,1-difluoroethoxy)benzene-1-carbonyl]-8,8-dimethyl-7-oxo-2-azaspiro[3.5]non-5-ene-6-carbonitrile